Cyclopropylmethyl 2-{[(1,2,3,5,6,7-hexahydro-s-indacen-4-yl)carbamoyl]oxy}-acetate C1CCC2=C(C=3CCCC3C=C12)NC(=O)OCC(=O)OCC1CC1